BrC=1C=NC(=NC1)N[C@H]1CN(CC1)C(=O)C1=CC=C(C=C1)NC(CC)=O (R)-N-(4-(3-((5-bromopyrimidin-2-yl)amino)pyrrolidine-1-carbonyl)phenyl)propionamide